CC=1C=NC=2N(C1C)N=CC2C(=O)C2=C(C=CC=C2)O (6,7-dimethylpyrazolo[1,5-a]pyrimidin-3-yl)(2-hydroxyphenyl)methanone